2-(3-fluoro-2-methyl-phenyl)-6-(2-pyridinyloxymethyl)imidazo[1,2-b][1,2,4]triazine FC=1C(=C(C=CC1)C=1C=NC=2N(N1)C=C(N2)COC2=NC=CC=C2)C